methyl 2-(5-bromo-2-methyl-phenoxy)-3-hydroxy-prop-2-enoate BrC=1C=CC(=C(OC(C(=O)OC)=CO)C1)C